NC1=NC=2C=NC(=CC2C2=C1COC2)C(=O)N2[C@H]1C3=C(O[C@@H](CC2)C1)C=C(C=C3F)C(F)(F)F (4-amino-1,3-dihydrofuro[3,4-c][1,7]naphthyridin-8-yl)((2S,6R)-7-fluoro-9-(trifluoromethyl)-3,4-dihydro-2H-2,6-methanobenzo[b][1,5]oxazocin-5(6H)-yl)methanone